N,N'-diaminopropyl-2-methylcyclohexane-1,3-diamine NNC1(C(C(CCC1)NN)C)CCC